C1(CC1)S(=O)(=O)N1N=CC(=C1)C1=NC=CC(=N1)C1(NC=C(C(=C1)NCC1CCC(CC1)NCCF)C1=NN(C=C1)C(F)F)N 2-(2-(1-(Cyclopropylsulfonyl)-1H-pyrazol-4-yl)pyrimidin-4-yl)-5-(1-(difluoromethyl)-1H-pyrazol-3-yl)-N4-((4-((2-fluoroethyl)amino)cyclohexyl)methyl)pyridine-2,4-diamine